OC[C@H](CB(O[C@H](CO)C)O)C=1C=NC=C(C1)C1=CC(=C(C=C1)OC)OCCC (S)-1-hydroxypropan-2-yl hydrogen ((R)-3-hydroxy-2-(5-(4-methoxy-3-propoxyphenyl)pyridin-3-yl) propyl)boronate